F[C@@H]1CC=2N(C=NC2C(CC#CC#CC2=C3C(=NC=C2C(=O)N)NC=C3)N3N=C2C=CC=CC2=C3)C1 4-(6-((R)-6-fluoro-6,7-dihydro-5H-pyrrolo[1,2-c]imidazol-1-yl)-6-(2H-indazol-2-yl)hex-1,3-diyn-1-yl)-1H-pyrrolo[2,3-b]pyridine-5-carboxamide